ClC=1C=NC(=NC1)N1CCC(CC1)CCCOC1=CC(=C(C=C1)CC(=O)N1C2CN(C(C1)CC2)C[C@@H]([C@@H]([C@@H](CO)O)O)O)F 2-(4-(3-(1-(5-chloropyrimidin-2-yl)piperidin-4-yl)propoxy)-2-fluorophenyl)-1-(5-((2S,3S,4R)-2,3,4,5-tetrahydroxypentyl)-2,5-diazabicyclo[2.2.2]octan-2-yl)ethan-1-one